C(C)N(CC)CC1=NSC(=N1)NC(=O)C1=C(OC(=C1)C1=CC(=CC=C1)OC)C N-(3-((diethylamino)methyl)-1,2,4-thiadiazol-5-yl)-5-(3-methoxyphenyl)-2-methylfuran-3-carboxamide